COC(=O)C1OCCOCC1=O.CN(CC(=O)N1CCC(CC1)C=1C=C2C(=C(NC2=CC1)C=1C(=C(C=2N(C1)C=CN2)C)C)C(C)C)C 2-(dimethylamino)-1-(4-(2-(7,8-dimethylimidazo[1,2-a]pyridin-6-yl)-3-isopropyl-1H-indol-5-yl)piperidin-1-yl)ethan-1-one Methyl-6-oxo-1,4-dioxepane-5-carboxylate